2-Chloro-4-methyl-pyrimidin ClC1=NC=CC(=N1)C